4,5-Dipropyl-2-imidazolidinone C(CC)C1NC(NC1CCC)=O